C(C1=CC=CC=C1)N1C=C(C=CC1=O)C1=CC=C2C(C(COC2=C1)(C)C)NC(O[C@@H]1CN2CCC1CC2)=O (S)-quinuclidin-3-yl (7-(1-benzyl-6-oxo-1,6-dihydropyridin-3-yl)-3,3-dimethylchroman-4-yl)carbamate